2-(3-Chloro-2-fluoro-phenyl)-2-fluoro-propionic acid ethyl ester C(C)OC(C(C)(F)C1=C(C(=CC=C1)Cl)F)=O